1-methyl-4-butyl-4-pyrrolin CN1CCC(=C1)CCCC